2-methyl-8-(trifluoromethanesulfonyl-oxy)imidazo[1,2-b]Pyridazine-7-carboxylic acid ethyl ester C(C)OC(=O)C1=C(C=2N(N=C1)C=C(N2)C)OS(=O)(=O)C(F)(F)F